4-[2-chloro-8-fluoro-7-[3-(methoxymethoxy)-1-naphthyl]pyrido[4,3-d]pyrimidin-4-yl]-1,4-oxazepane ClC=1N=C(C2=C(N1)C(=C(N=C2)C2=CC(=CC1=CC=CC=C21)OCOC)F)N2CCOCCC2